C(C)(C)(C)N(C(O)=O)[C@@H]1C[C@H](CC1)NC=1N=NC(=CN1)C.CC1=CN=C(N=N1)N[C@@H]1C[C@H](CC1)NC1=CC=C(C=N1)B(O)O (6-(((1S,3S)-3-((6-Methyl-1,2,4-triazin-3-yl)amino)cyclopentyl)amino)pyridin-3-yl)boronic acid tert-Butyl-((1S,3S)-3-((6-methyl-1,2,4-triazin-3-yl)amino)cyclopentyl)carbamate